BrC=1C=C(CNC(OC(C)(C)C)=O)C=C(C1)Cl tert-butyl (3-bromo-5-chlorobenzyl)carbamate